(1R,2S,5S)-N-(2-amino-2-oxo-1-phthalazin-1-yl-ethyl)-3-[(2S)-3,3-dimethyl-2-[(2-oxo-1H-pyridin-3-yl)amino]butanoyl]-6,6-dimethyl-3-azabicyclo[3.1.0]hexane-2-carboxamide NC(C(C1=NN=CC2=CC=CC=C12)NC(=O)[C@@H]1[C@H]2C([C@H]2CN1C([C@H](C(C)(C)C)NC=1C(NC=CC1)=O)=O)(C)C)=O